O1CCN(CC1)C=1C=NC2=CC=C(C=C2N1)C(=O)C=1C=C(C=CC1)NC(=O)NC1=CC=C(C=C1)C(F)(F)F 1-(3-(3-morpholinoquinoxaline-6-carbonyl)phenyl)-3-(4-(trifluoromethyl)phenyl)urea